ClC=1C(=CC(=NC1)NC1CCOCC1)C=1C=C2N(C[C@@H](N(C2=O)CC2=C(C=CC(=C2)F)CO)COC)C1 (R)-7-(5-chloro-2-((tetrahydro-2h-pyran-4-yl)amino)pyridine-4-yl)-2-(5-fluoro-2-(hydroxymethyl)benzyl)-3-(methoxymethyl)-3,4-dihydropyrrolo[1,2-a]pyrazine-1(2H)-one